C(C)(=O)OCCCC butyl acetate